CC1(C(NC2=C(C=C3C(=C2N1)CCO3)C(F)(F)F)=O)C 8,8-dimethyl-5-trifluoromethyl-1,2,8,9-tetrahydro-6H-3-oxa-6,9-diaza-cyclopenta[a]naphthalen-7-on